C1(CCCC1)NC(C(C)N1CCC(CC1)C=O)=O N-CYCLOPENTYL-2-(4-FORMYLPIPERIDIN-1-YL)PROPANAMIDE